The molecule is an oxaspiro compound that is 1-oxaspiro[4.5]deca-6,9-dien-8-one substituted by a (2R)-2-hydroxyheptadecyl moiety and a methoxy group at position 2. It is isolated from the leaves of Amomum aculeatum and exhibits anticancerous efficacy against human lung carcinoma, hormone-dependent human prostate carcinoma and human breast carcinoma. It has a role as an antineoplastic agent and a plant metabolite. It is an oxaspiro compound, a cyclic ketal, an enone and a secondary alcohol. CCCCCCCCCCCCCCC[C@H](CC1(CCC2(O1)C=CC(=O)C=C2)OC)O